C(=CC1=CC=CC=C1)C1=C(C=CC=C1)B(O)O styrylphenylboronic acid